(6S,15R)-9-fluoro-15-methyl-2,17,20,21,24-pentaazapentacyclo[16.5.2.02,6.07,12.021,25]pentacosane-1(24),7,9,11,18(25),19,22-heptaene-16-one FC=1C=C2[C@@H]3CCCN3C=3C=CN4N=CC(NC([C@@H](CCC2=CC1)C)=O)=C4N3